ClC1=CC=C(C=C1)C1N(C(CC2=CC(=C(C=C12)OC(C)C)OC)=O)C1=CC=C(C=C1)N1CCN(CC1)C(=O)OC(C)(C)C tert-butyl 4-[4-[1-(4-chlorophenyl)-7-isopropoxy-6-methoxy-3-oxo-1,4-dihydroisoquinolin-2-yl]phenyl]piperazine-1-carboxylate